4-oxocyclohexane-2,5-diene O=C1C=CCC=C1